CC=1C(=CC=2N(N1)C(=CN2)C2=CC=NC1=NC(=CC=C21)N2N=CC(=N2)C)C2=CC=C(CC13NCC(CC1)CC3)C=C2 (4-(6-methyl-3-(7-(4-methyl-2H-1,2,3-triazol-2-yl)-1,8-naphthyridin-4-yl)imidazo[1,2-b]pyridazin-7-yl)benzyl)-2-azabicyclo[2.2.2]octane